ClC1=C(C=CC(=C1)Cl)SC=1NC(=CC1C#N)C1=CC=CC=C1 2-[(2,4-dichlorophenyl)thio]-5-phenyl-1H-pyrrole-3-carbonitrile